C(C)(C)(C)OC(N(C(=O)OC(C)(C)C)C1=NC=C(N=C1C1=CC(=NO1)C1=CC=C(C=C1)I)Br)=O tert-Butyl(5-bromo-3-(3-(4-iodophenyl)isoxazol-5-yl)pyrazin-2-yl)(tert-butoxycarbonyl)carbamate